(R)-N-((3-(methoxymethyl-d2)thiophen-2-yl)methyl)-2-(9-(pyridin-2-yl)-6-oxaspiro[4.5]dec-9-yl)ethane-1-amine COC(C1=C(SC=C1)CNCC[C@]1(CCOC2(CCCC2)C1)C1=NC=CC=C1)([2H])[2H]